NC1=NC=CC=C1C1=NC=2C(=NC(=CC2)C2=NN(N=C2)C([2H])([2H])[2H])N1C1=CC=C(CN2CCC(CC2)NC2=NC(=NC=C2)C#N)C=C1 4-((1-(4-(2-(2-aminopyridin-3-yl)-5-(2-(methyl-d3)-2H-1,2,3-triazol-4-yl)-3H-imidazo[4,5-b]pyridin-3-yl)benzyl)piperidin-4-yl)amino)pyrimidine-2-carbonitrile